2-(6'-(trifluoromethyl)-[3,3'-bipyridin]-2-yl)benzo[d]isothiazol-3(2H)-one FC(C1=CC=C(C=N1)C=1C(=NC=CC1)N1SC2=C(C1=O)C=CC=C2)(F)F